CCCSP(=S)(OCC)OC1=CC=C(C=C1)SC The molecule is an organic thiophosphate, an organothiophosphate insecticide and an organosulfur compound. It has a role as an EC 3.1.1.7 (acetylcholinesterase) inhibitor and an agrochemical. It derives from a 4-(methylsulfanyl)phenol.